3-(7-fluoro-4-iodo-1-oxoisoindolin-2-yl)piperidine-2,6-dione FC=1C=CC(=C2CN(C(C12)=O)C1C(NC(CC1)=O)=O)I